1-(3-amino-6-(2,5-dimethyl-1,2,3,4-tetrahydroisoquinolin-7-yl)pyrazin-2-yl)-N-(2-chlorophenyl)-N-methyl-1H-pyrazole-4-carboxamide NC=1C(=NC(=CN1)C1=CC(=C2CCN(CC2=C1)C)C)N1N=CC(=C1)C(=O)N(C)C1=C(C=CC=C1)Cl